4-allyl-2,6-dichloro-3,5-difluorobenzyl (1R)-trans-3-(1-propenyl)-2,2-dimethylcyclopropanecarboxylate C(=CC)[C@H]1C([C@@H]1C(=O)OCC1=C(C(=C(C(=C1Cl)F)CC=C)F)Cl)(C)C